FS(C1=CC=C(C=C1)N[C@@H]1CC[C@H](CC1)S(=O)(=O)C1=CC=C(C=C1)C=1C=C(OC1)C(=O)N)(F)(F)(F)F 4-(4-{[trans-4-{[4-(pentafluoro-λ6-sulfanyl)phenyl]amino}cyclohexyl]sulfonyl}phenyl)furan-2-carboxamide